FC1=COC2=C1C=C(C=C2)C[C@H](C)NC (S)-1-(3-fluorobenzofuran-5-yl)-N-methylpropan-2-amine